ClC=1C(=CC(=NC1)OC)C(C(=O)N1C[C@@]2(NC3=NC(=C(C=C3CC2)C2=NC=CC=N2)C)CC1)C 2-(5-chloro-2-methoxypyridin-4-yl)-1-((S)-7'-methyl-6'-(pyrimidin-2-yl)-3',4'-dihydro-1'H-spiro[pyrrolidine-3,2'-[1,8]naphthyridine]-1-yl)propan-1-one